C(C)(=O)O[C@@H]1C([C@H](O[C@H]1N1N=CC=2C1=NC(=NC2N(C(=O)OC(C)(C)C)C(=O)OC(C)(C)C)Cl)COC(C2=CC=CC=C2)=O)=C ((2S,4R,5R)-4-acetoxy-5-(4-(bis(tert-butoxycarbonyl)amino)-6-chloro-1H-pyrazolo[3,4-d]pyrimidin-1-yl)-3-methylenetetrahydrofuran-2-yl)methyl-benzoate